7-(4-cyclopropyl-1,2,4-triazol-3-yl)-5-[4-(2-tetrahydropyran-4-yloxyethoxy)phenoxy]imidazo[1,5-a]pyridine C1(CC1)N1C(=NN=C1)C1=CC=2N(C(=C1)OC1=CC=C(C=C1)OCCOC1CCOCC1)C=NC2